3-(2-amino-1H-imidazol-4-yl)propionic acid methyl ester COC(CCC=1N=C(NC1)N)=O